2-(6-(2-((1-(Cyclopropylsulfonyl)piperidin-4-yl)amino)-5-fluoropyrimidin-4-yl)-8-fluoro-2-methylquinolin-4-yl)propan-2-ol C1(CC1)S(=O)(=O)N1CCC(CC1)NC1=NC=C(C(=N1)C=1C=C2C(=CC(=NC2=C(C1)F)C)C(C)(C)O)F